NC=1N=C(N=NC1[N+](=O)[O-])N1CCN(CC1)C(=O)OC(C)(C)C 4-(5-amino-6-nitro[1,2,4]triazin-3-yl)-1-tert-butoxycarbonylpiperazine